COC([C@@H](NC(CCCCCBr)=O)[C@@H](C)CC)=O 6-bromohexanoyl-isoleucine methyl ester